OC1(CCN(CC1)C(=O)C1=CC=C(C(=O)N)C=C1)C 4-(4-hydroxy-4-methyl-piperidine-1-carbonyl)-benzamide